methyl 7-fluoro-8-methyl-6-oxo-5,6-dihydropyrido[3,2-e]pyrrolo[1,2-a]pyrazine-3-carboxylate FC=1C(=CN2C1C(NC1=C2N=CC(=C1)C(=O)OC)=O)C